COC(=O)C1=CN=C(O1)CBr (bromomethyl)oxazole-5-carboxylic acid methyl ester